7-phenoxybenzoborazole O(C1=CC=CC=C1)C1=CC=CC=2C=NBC21